(±)-1-(2-chloropyridin-4-yl)propan-1-ol ClC1=NC=CC(=C1)[C@@H](CC)O |r|